C(C1=CC(=CC(=C1O)CCCCCCCCCCCC)C)C1=CC(=CC(=C1O)CCCCCCCCCCCC)C 2,2'-methylenebis(6-dodecyl-p-cresol)